C(C)CC(CC(=O)[O-])=O.C(C)CC(CC(=O)[O-])=O.C(C)CC(CC(=O)[O-])=O.C(C)CC(CC(=O)[O-])=O.[Ti+4] titanium mono(ethylacetoacetate) tris(ethylacetoacetate)